4-[(6-chloro-3-pyridinyl)sulfonyl]benzoic acid ClC1=CC=C(C=N1)S(=O)(=O)C1=CC=C(C(=O)O)C=C1